methyl 4-(6-chloropyrazolo[1,5-a]pyrimidin-3-yl)-2,6-dimethoxy-benzoate ClC=1C=NC=2N(C1)N=CC2C2=CC(=C(C(=O)OC)C(=C2)OC)OC